4-(difluoromethyl)pyrrolidin-3-carboxamid FC(C1C(CNC1)C(=O)N)F